The molecule is a methyl ketone that is pent-1-ene substituted by an oxo group at position 4. It has a role as a metabolite. It is a methyl ketone and an olefinic compound. CC(=O)CC=C